(2R)-2-{[(tert-butoxy)carbonyl]amino}-3-(4-nitrophenyl)propionic acid C(C)(C)(C)OC(=O)N[C@@H](C(=O)O)CC1=CC=C(C=C1)[N+](=O)[O-]